CC1=C(C=C(C(=O)OC)C=C1)C#CC=1C=NC(=NC1)NC methyl 4-methyl-3-[2-[2-(methylamino)pyrimidin-5-yl]ethynyl]benzoate